2,3,4,6-tetra-O-acetyl-1-S-acetyl-1-thio-β-D-galactopyranose C(C)(=O)O[C@H]1[C@H](SC(C)=O)O[C@@H]([C@@H]([C@@H]1OC(C)=O)OC(C)=O)COC(C)=O